(5S,7S)-5-(5-chloro-2-fluoro-phenyl)-2-(cyclopropylsulfonyl)-7-fluoro-6,7-dihydro-5H-pyrrolo[1,2-b][1,2,4]triazole ClC=1C=CC(=C(C1)[C@@H]1C[C@@H](C=2N1N=C(N2)S(=O)(=O)C2CC2)F)F